C(C)C(CCCC)(CC)[N+](=O)[O-] 5-ethyl-5-nitroheptane